C1(CC1)CN1C(=CC=2C1=NC=CC2)C2=NC1=C(N2CC2=CC=NN2C)C(=CC(=C1)C(=O)N1C2CCC(C1)[C@H]2N)OC (7R)-2-{2-[1-(cyclopropylmethyl)-1H-pyrrolo[2,3-b]pyridin-2-yl]-7-methoxy-1-[(1-methyl-1H-pyrazol-5-yl)methyl]-1H-1,3-benzodiazole-5-carbonyl}-2-azabicyclo[2.2.1]heptan-7-amine